(R)-2-chloro-N-(5-chloro-6-(4-(hydroxymethyl)-2H-1,2,3-triazol-2-yl)pyridin-3-yl)-8-methyl-8-(trifluoromethyl)-7,8-dihydro-6H-pyrazolo[1,5-a]pyrrolo[2,3-e]pyrimidine-6-carboxamide ClC1=NN2C(N=CC3=C2[C@@](CN3C(=O)NC=3C=NC(=C(C3)Cl)N3N=CC(=N3)CO)(C(F)(F)F)C)=C1